C(C1=CC=CC=C1)C=1N=C2N(C=CC=C2)C1Br benzyl-3-bromoimidazo[1,2-a]pyridine